C(C)N1C(C2=C3C(C(=CC=C13)S(=O)(=O)NC1(CCCCC1)C(=O)N)=CC=C2)=O 1-(1-ethyl-2-oxo-1,2-dihydrobenzo[cd]indole-6-sulfonamido)cyclohexanecarboxamide